N1=CC(=CC=C1)C=1C=C(C=C(C1)C=1C=NC=CC1)B(O)O (3,5-Di-3-pyridinylphenyl)boronic acid